tert-butyl (tert-butoxycarbonyl)(2-chloropyrimidin-5-yl)carbamate C(C)(C)(C)OC(=O)N(C(OC(C)(C)C)=O)C=1C=NC(=NC1)Cl